ClC1=CC=C(C(N1C)=O)B(O)O (6-chloro-1-methyl-2-oxo-1,2-dihydropyridin-3-yl)boronic acid